C(C)(=O)N1CC(N(CC1C1=CC(=CC(=C1)C=1C=NC2=CC=CN=C2C1)Cl)C(=O)[O-])C 4-acetyl-5-(3-chloro-5-(1,5-naphthyridin-3-yl)phenyl)-2-methylpiperazine-1-carboxylate